N1(CCCC1)CCC[Li] 3-(1-pyrrolidinyl)propyllithium